trans-(±)-tert-Butyl [4-hydroxypyrrolidin-3-yl]carbamate O[C@H]1[C@@H](CNC1)NC(OC(C)(C)C)=O |r|